4-[4-(7-fluoro-6-methylsulfonyloxy-1,5-dihydro-3H-2,4-benzodioxepin-3-yl)-2-thiazolyl]-1-[2-[3,5-bis(difluoromethyl)-1H-pyrazol-1-yl]acetyl]piperidine FC1=C(C2=C(COC(OC2)C=2N=C(SC2)C2CCN(CC2)C(CN2N=C(C=C2C(F)F)C(F)F)=O)C=C1)OS(=O)(=O)C